2,3-Dimethylbutylacetat CC(COC(C)=O)C(C)C